N-(β-aminoethyl)taurine NCCNCCS(=O)(=O)O